ClC1=NC=C(C(=C1)N1C(C2=C(C=C1)N(N=C2)CC2=C(C=CC=C2)Cl)=O)F 5-(2-chloro-5-fluoropyridin-4-yl)-1-(2-chlorobenzyl)-1,5-dihydro-4H-pyrazolo[4,3-c]pyridin-4-one